D-S1-[2-(azetidin-1-yl)-2-oxo-ethyl]-6-[4-(difluoromethyl)-2-thienyl]-3-methyl-imidazo[4,5-b]pyridin-2-one N1(CCC1)C(CS1C(=CC(=C1)C(F)F)C=1C=C2C(=NC1)N(C(N2)=O)C)=O